icosa-3,7,9,11,15-pentaene-6,13-diol CCC=CCC(C=CC=CC=CC(CC=CCCCC)O)O